hopanol CC(C)[C@H]1CC[C@]2([C@H]1CC[C@@]3([C@@H]2CC[C@H]4[C@]3(CC[C@@H]5[C@@]4(CC[C@@H](C5(C)C)O)C)C)C)C